methyl 2-methyl-3-oxo-3,4-dihydro-2H-benzo[b][1,4]thiazine-6-carboxylate CC1C(NC2=C(S1)C=CC(=C2)C(=O)OC)=O